C(C1=CC=CC=C1)NC(=O)C1C(C2=CC=C(C=C2C1=O)S(=O)(=O)C=1C=C2C(C(C(C2=CC1)=O)C(NCC1=CC=CC=C1)=O)=O)=O N-benzyl-5-{[2-(benzylcarbamoyl)-1,3-dioxo-2,3-dihydro-1H-inden-5-yl]sulfonyl}-1,3-dioxo-2,3-dihydro-1H-indene-2-carboxamide